N(=[N+]=[N-])CC(CCCO[Si](C)(C)C(C)(C)C)O 1-azido-5-[tert-butyl-(dimethyl)silyl]oxy-pentan-2-ol